C(C1=CC=CC=C1)OC(NCCCCCCCCCCCCCNC1=C(C=C(C(=C1)N)[N+](=O)[O-])Cl)=O (13-((5-amino-2-chloro-4-nitrophenyl)amino)tridecyl)carbamic acid benzyl ester